METHYLGUANOSINE CN1C(=O)C2=C(N=C1N)N(C=N2)[C@H]3[C@@H]([C@@H]([C@H](O3)CO)O)O